5-(6-morpholinopyrimidin-4-yl)-1H-pyrrolo[2,3-b]pyridine O1CCN(CC1)C1=CC(=NC=N1)C=1C=C2C(=NC1)NC=C2